Cl.FC1=CC=C(C=C1)NC(C)=O N-(4-fluorophenyl)acetamide hydrochloride salt